C(C)(C)(C)OC(=O)N1CCC(CC1)N1CCC(CC1)C(=O)O 1'-(t-butoxycarbonyl)-[1,4'-bipiperidine]-4-carboxylic acid